2,4-di-n-propoxy-4'-hydroxybenzophenone C(CC)OC1=C(C(=O)C2=CC=C(C=C2)O)C=CC(=C1)OCCC